FC1=CC=NC2=C1C=1N(CO2)C=CN1 10-fluoro-5H-imidazo[1,2-c]pyrido[3,2-e][1,3]oxazine